2-(4-Cyano-phenoxy)-N-(5,6-dimethoxy-benzothiazol-2-yl)-2-[2-(4-methoxy-benzenesulfonyl)-phenyl]-acetamide C(#N)C1=CC=C(OC(C(=O)NC=2SC3=C(N2)C=C(C(=C3)OC)OC)C3=C(C=CC=C3)S(=O)(=O)C3=CC=C(C=C3)OC)C=C1